6-((1-methoxycyclopentyl)oxy)-3'-methyl-4-pentyl-[1,1'-biphenyl]-2-ol COC1(CCCC1)OC=1C=C(C=C(C1C1=CC(=CC=C1)C)O)CCCCC